[5-(3-isopropyl-1,2,4-triazol-1-yl)-2,3-dimethoxy-phenyl]methanone C(C)(C)C1=NN(C=N1)C=1C=C(C(=C(C1)C=O)OC)OC